4-[(2R)-3-(3,4-dihydro-1H-isoquinolin-2-yl)-2-hydroxypropyl]-2-methyl-8-[(1-methyl-4-piperidyl)oxy]-2,3-dihydropyrido[3,2-f][1,4]oxazepin-5-one C1N(CCC2=CC=CC=C12)C[C@H](CN1CC(OC2=C(C1=O)C=CC(=N2)OC2CCN(CC2)C)C)O